(2S,4S)-4-({5-ethynyl-3-[(9S)-9-methyl-2,5-dioxa-8-azaspiro[3.5]non-8-yl]pyridin-2-yl}oxy)pyrrolidine-2-carboxylic acid C(#C)C=1C=C(C(=NC1)O[C@H]1C[C@H](NC1)C(=O)O)N1CCOC2(COC2)[C@@H]1C